O1C(=CC=C1)C1=CC=C(C=C1)CNC(=O)C1N(C(CN(C1)CC1=C(C=CC=C1)OC(F)(F)F)C)C(C(C)C)=O N-{[4-(furan-2-yl)phenyl]methyl}-6-methyl-1-(2-methylpropanoyl)-4-{[2-(trifluoromethoxy)phenyl]methyl}piperazine-2-carboxamide